tert-Butyl(7,8-dichloro-2-(1H-pyrazol-4-yl) quinolin-4-yl)glycinate C(C)(C)(C)N(CC(=O)[O-])C1=CC(=NC2=C(C(=CC=C12)Cl)Cl)C=1C=NNC1